1-NAPHTHALENEACETIC ACID, SODIUM SALT [Na+].C1(=CC=CC2=CC=CC=C12)CC(=O)[O-]